tert-butyl (1S,3aR,6aS)-1-{[(2S)-4-hydroxy-3-oxo-1-[(3S)-2-oxopyrrolidin-3-yl]butan-2-yl]carbamoyl}-hexahydro-1H-cyclopenta[c]pyrrole-2-carboxylate OCC([C@H](C[C@H]1C(NCC1)=O)NC(=O)[C@H]1N(C[C@H]2[C@@H]1CCC2)C(=O)OC(C)(C)C)=O